CN(C(=O)C1=CC2=C(N(C(C(N2C)=O)=O)C2CCN(CC2)CC2=CC=C(C=C2)OC(F)(F)F)N=C1)C N,N,1-Trimethyl-2,3-dioxo-4-(1-(4-(trifluoromethoxy)benzyl)piperidin-4-yl)-1,2,3,4-tetrahydropyrido[2,3-b]pyrazine-7-carboxamide